C(#N)C(C(=O)OCC)C1=C(C=CC=C1)C(C)C ethyl 2-cyano-2-(2-isopropylphenyl)acetate